FC(C1=CC2=C3C(C=C(N=C3N1C1=CC=C(C#N)C=C1)C(F)(F)F)=CC=C2)(F)F 4-(2,8-bis(trifluoromethyl)-1H-benzo[de][1,8]naphthyridin-1-yl)benzonitrile